C(C)(C)(C)OC(=O)NC(=N)NC(=O)OC(C)(C)C N,N'-di-t-butoxycarbonylguanidine